FC1=C(C(=CC=C1CO)F)N1C=NC2=CC=CC=C2C1 3-(2,6-difluoro-3-(hydroxymethyl)phenyl)-3,4-dihydroquinazolin